ClC1=CC=C(C=C1)[C@@]1(N(C(C2=CC(=CC(=C12)F)C(CC)(O)C1(CCNCC1)F)=O)CC1=NC=C(C=C1)Cl)O[C@@H]1COCC1 (3R)-3-(4-chlorophenyl)-2-[(5-chloropyridin-2-yl)methyl]-4-fluoro-6-[1-(4-fluoropiperidin-4-yl)-1-hydroxypropyl]-3-[(3S)-oxolan-3-yloxy]-2,3-dihydro-1H-isoindol-1-one